N1N=CC=2C1=NC(=CN2)N 1H-pyrazolo[3,4-b]pyrazin-6-amine